C(#C)C1=C(C(=C(N)C=C1)F)F 4-ethynyl-2,3-difluoroaniline